CN(C)CC12CN(S(C3=NN=C(NC4=C5CCCC5=CC=C4C4=CC=NC(OCCCC1)=C4)N3)(=O)=O)C2 19-[(dimethylamino)methyl]-24-oxa-16λ6-thia-11,13,14,17,26,31-hexaazahexacyclo[23.3.1.112,15.117,19.02,10.05,9]hentriaconta-1(28),2,4,9,12,14,25(29),26-octaene-16,16-dioxide